(S)-2-((6-((4-cyanobenzofuran-7-yl)methoxy)-3',6'-dihydro-[2,4'-bipyridine]-1'(2'H)-yl)methyl)-3-(oxetan-2-ylmethyl)-3H-imidazo[4,5-b]pyridine-5-carboxylic acid methyl ester COC(=O)C1=CC=C2C(=N1)N(C(=N2)CN2CCC(=CC2)C2=NC(=CC=C2)OCC2=CC=C(C=1C=COC12)C#N)C[C@H]1OCC1